CN1N=CC=C1C1=C2C(=NC=C1)NC(=C2)CCNC(OC(C)(C)C)=O tert-Butyl (2-(4-(1-methyl-1H-pyrazol-5-yl)-1H-pyrrolo[2,3-b]pyridin-2-yl)ethyl)carbamate